(S)-2-[2-(2-methylpyrimidine-5-carbonyl)-6-(3-methyl-1H-pyrrolo[2,3-b]pyridin-5-yl)-1,2,3,4-tetrahydroisoquinolin-8-yl]pyrrolidine-1-carboxylic acid tert-butyl ester C(C)(C)(C)OC(=O)N1[C@@H](CCC1)C=1C=C(C=C2CCN(CC12)C(=O)C=1C=NC(=NC1)C)C=1C=C2C(=NC1)NC=C2C